ClC1=CC=C(C=C1)C(\C=C\C1=C(C(=CC(=C1)Cl)Cl)O)=O (E)-1-(4-Chlorophenyl)-3-(3,5-dichloro-2-hydroxyphenyl)prop-2-en-1-one